BrC=1C(=C(C(=NC1)F)OCOC)I 5-bromo-2-fluoro-4-iodo-3-(methoxymethoxy)pyridine